CP(C1=CC=CC=C1)(C1=CC=CC=C1)=O Methyl-Diphenyl-Phosphine Oxide